6-amino-2-((1R,3R)-1-amino-3-methyl-8-azaspiro[4.5]decan-8-yl)-5-(4-chlorophenyl)-3-methylpyrimidin-4(3H)-one NC1=C(C(N(C(=N1)N1CCC2(C[C@H](C[C@H]2N)C)CC1)C)=O)C1=CC=C(C=C1)Cl